4-hydroxy-1-methyl-4-(((4-(4-(trifluoromethyl)phenyl)phthalazin-1-yl)amino)methyl)pyrrolidin-2-one OC1(CC(N(C1)C)=O)CNC1=NN=C(C2=CC=CC=C12)C1=CC=C(C=C1)C(F)(F)F